2-[2-(2-methoxy-phenyl)-phenethyl]-N-methylpiperidine COC1=C(C=CC=C1)C1=C(CCC2N(CCCC2)C)C=CC=C1